Dimethyl (Z)-2-((tert-butoxycarbonyl)amino)-8-(3-iodophenyl)-5,8-dimethylnon-2-enedioate C(C)(C)(C)OC(=O)N\C(\C(=O)OC)=C/CC(CCC(C(=O)OC)(C)C1=CC(=CC=C1)I)C